4-(piperidin-1-yl)cyclohexylamine N1(CCCCC1)C1CCC(CC1)N